3-{(1R)-1-[2-(Trimethylsilyl)ethanesulfonyl]ethyl}-1,2-benzoxazole C[Si](CCS(=O)(=O)[C@H](C)C1=NOC2=C1C=CC=C2)(C)C